3-(3,4-difluorophenyl)-3-hydroxypyrrolidine-1-carboxylic acid benzyl ester C(C1=CC=CC=C1)OC(=O)N1CC(CC1)(O)C1=CC(=C(C=C1)F)F